NC[C@@H](CO)O (2S)-3-aminopropane-1,2-diol